monoglucosyl-α-D-allose C1([C@H](O)[C@@H](O)[C@H](O)[C@H](O1)CO)[C@@]1(O)[C@H](O)[C@H](O)[C@H](O)[C@H](O1)CO